2-Bromo-3-cyano-N-[cis-3-(trifluoromethoxy)cyclobutyl]pyrazolo[1,5-a]pyrimidine-7-carboxamide BrC1=NN2C(N=CC=C2C(=O)N[C@@H]2C[C@@H](C2)OC(F)(F)F)=C1C#N